C12(CC3CC(CC(C1)C3)C2)C2C(C3=CC=C(C=C3CC2)OC)(O)C2=CC=C(C=C2)N2CCC(CC2)C(OC)OC 2-((3r,5r,7r)-adamantan-1-yl)-1-(4-(4-(dimethoxymethyl)piperidin-1-yl)phenyl)-6-methoxy-1,2,3,4-tetrahydronaphthalen-1-ol